(E)-2-methyl-N-(1-(5-methylpyridazin-4-yl)ethylidene)propane-2-sulfinamide CC(C)(C)S(=O)/N=C(\C)/C1=CN=NC=C1C